O[C@@H](C)C=1N(C=CN1)CC1=NOC(=C1)C1=CC=C(C=C1)C#CC=1C=CC(=NC1)CNCCO (S)-2-(((5-((4-(3-((2-(1-hydroxyethyl)-1H-imidazol-1-yl)methyl)isoxazole-5-yl)phenyl)ethynyl)pyridin-2-yl)methyl)amino)ethan-1-ol